3-Butyl-1-vinyl-1H-imidazole-3-ium bromide [Br-].C(CCC)[N+]1=CN(C=C1)C=C